Bis(trimethylsilyl)α-ketoglutaric acid-methyloxime CON=C(C(C(CC(=O)O)([Si](C)(C)C)[Si](C)(C)C)=O)O